C1(CC1)CN1C(=CC=2C1=NC(=CC2)C2=CNC=C2)C2=NC1=C(N2C)C(=CC(=C1)C(=O)N1[C@@H]2CC[C@H](C1)[C@H]2N)OC (1R,4R,7R)-2-{2-[1-(cyclopropylmethyl)-6-(1H-pyrrol-3-yl)-1H-pyrrolo[2,3-b]pyridin-2-yl]-7-methoxy-1-methyl-1H-1,3-benzodiazole-5-carbonyl}-2-azabicyclo[2.2.1]heptan-7-amine